COC1=C(C=C(C(=C1)C=COC)OC)C1=CN(C(C2=CN=CC=C12)=O)C 4-(2,5-dimethoxy-4-(2-methoxyvinyl)phenyl)-2-methyl-2,7-naphthyridin-1(2H)-one